C1(=CC=C(C=C1)N(C=1C=C(C(=CC1)Br)C=1C(=CC=CC1)C1=CC=CC=C1)C1=CC=C(C=C1)C1=CC=CC=C1)C1=CC=CC=C1 N,N-bis(biphenyl-4-yl)-N-(6-bromo-1,1':2',1''-terphenyl-3-yl)amine